C1(CC1)C=1C(=CC(=C(C(=O)NS(=O)(=O)C)C1)F)COCC1(CCN(CC1)CC1=CC(=CC(=C1)Cl)Cl)F 5-cyclopropyl-4-(((1-(3,5-dichlorobenzyl)-4-fluoropiperidin-4-yl)methoxy)methyl)-2-fluoro-N-(methylsulfonyl)benzamide